divinylsuberate C(=C)OC(CCCCCCC(=O)OC=C)=O